NC1CC(CC(C1)(CN)C)(C)C 1-amino-3,3,5-trimethyl-5-aminomethyl-cyclohexane